tert-butyl (2-cyano-6-morpholinopyrimidin-4-yl)(4,4-difluorocyclohexyl)carbamate C(#N)C1=NC(=CC(=N1)N(C(OC(C)(C)C)=O)C1CCC(CC1)(F)F)N1CCOCC1